5-Methoxy-7-methylbenzo[b][1,4]dioxin COC1=CC(=CC=2OC=COC21)C